N-gamma-maleimidobutyryloxysuccinimide C1(C=CC(N1CCCC(=O)ON1C(CCC1=O)=O)=O)=O